Cl.FC(CCC(C)N)(F)F (2,2,2-trifluoroethyl)propan-2-amine HCl